(R)-2-fluoro-4-((4-hydroxypyrimidin-2-yl)amino)-N-(8-methylisoquinolin-1-yl)-N-(piperidin-3-yl)benzamide FC1=C(C(=O)N([C@H]2CNCCC2)C2=NC=CC3=CC=CC(=C23)C)C=CC(=C1)NC1=NC=CC(=N1)O